ClC=1N=CC=2C3=C(C(=NC2C1F)O[C@@H](C)[C@H]1N(CCC1)C)C=C(N3C3C1CN(C3C1)C(=O)OC(C)(C)C)C tert-butyl (endo)-5-(7-chloro-6-fluoro-2-methyl-4-((S)-1-((S)-1-methylpyrrolidin-2-yl)ethoxy)-1H-pyrrolo[3,2-c][1,6]naphthyridin-1-yl)-2-azabicyclo[2.1.1]hexane-2-carboxylate